2-(4-{[(3R)-1-ethylpiperidin-3-yl]amino}pyrrolo[1,2-d][1,2,4]triazin-1-yl)-5-(trifluoromethoxy)phenol C(C)N1C[C@@H](CCC1)NC1=NN=C(C=2N1C=CC2)C2=C(C=C(C=C2)OC(F)(F)F)O